ClC1=CC2=C(C3=CC(=CC=C3N=C2C=C1)OC)NC1=CC(=C(C=C1)O)CN1CCCC1 4-((2-Chloro-7-methoxyacridin-9-yl)amino)-2-(pyrrolidin-1-ylmethyl)phenol